N,N'-bis(2,3-dihydroxybenzylidene)o-phenylenediamine iridium [Ir].OC1=C(C=NC2=C(C=CC=C2)N=CC2=C(C(=CC=C2)O)O)C=CC=C1O